(2S,4R)-1-(2-((4-fluorophenyl)amino)propanoyl)-4-hydroxy-N-(4-(4-methylthiazol-5-yl)benzyl)pyrrolidine-2-carboxamide FC1=CC=C(C=C1)NC(C(=O)N1[C@@H](C[C@H](C1)O)C(=O)NCC1=CC=C(C=C1)C1=C(N=CS1)C)C